Tert-butyl (5-((6-(hydroxymethyl)-7-morpholinobenzo[c][1,2,5]oxadiazol-4-yl)amino)-1,3,4-thiadiazol-2-yl)(methyl)carbamate OCC=1C=C(C=2C(=NON2)C1N1CCOCC1)NC1=NN=C(S1)N(C(OC(C)(C)C)=O)C